4-[(1R,2R)-1-[(4S,7S,9aS)-8,8-dimethyl-4-[(2S)-2-(methylamino)propane-thioamido]-5-oxo-octa-hydropyrrolo[2,1-b][1,3]-thiazepine-7-amido]-2,3-dihydro-1H-indene-2-carbonyl]piperazine CC1(C[C@@H]2SCC[C@@H](C(N2[C@@H]1C(=O)N[C@@H]1[C@@H](CC2=CC=CC=C12)C(=O)N1CCNCC1)=O)NC([C@H](C)NC)=S)C